sulfhydryl-diethylene glycol SC(COCCO)O